(5aR,10bR)-2,9-diphenyl-4,5a,6,10b-tetrahydroindeno[2,1-b][1,2,4]triazolo[4,3-d][1,4]oxazin-2-ium tetrafluoroborate F[B-](F)(F)F.C1(=CC=CC=C1)[N+]=1N=C2N([C@H]3[C@H](OC2)CC2=CC=C(C=C23)C2=CC=CC=C2)C1